3-[(7-cyano-2-formyl-2,3-dihydro-1H-inden-5-yl)oxymethyl]azetidine-1-carboxylic acid tert-butyl ester C(C)(C)(C)OC(=O)N1CC(C1)COC=1C=C2CC(CC2=C(C1)C#N)C=O